3-(7-Fluoro-1-methoxyisoquinolin-3-yl)pyrrolidine-1-carboxylic acid tert-butyl ester C(C)(C)(C)OC(=O)N1CC(CC1)C=1N=C(C2=CC(=CC=C2C1)F)OC